CNC(C1=NC=C(C=C1)N1CCN(CC1)C1CC(CC1)C=1NC(C2=C(N1)N(CCC2)C)=O)=O N-methyl-5-(4-(3-(8-methyl-4-oxo-3,4,5,6,7,8-hexahydropyrido[2,3-d]pyrimidin-2-yl)cyclopentyl)piperazin-1-yl)picolinamide